9,9'-(4-(3,6-dimethyl-9H-carbazol-9-yl)-3,5-bis(2,6-diphenylpyrimidin-4-yl)-1,2-phenylene)bis(9H-carbazole) CC=1C=CC=2N(C3=CC=C(C=C3C2C1)C)C1=C(C(=C(C=C1C1=NC(=NC(=C1)C1=CC=CC=C1)C1=CC=CC=C1)N1C2=CC=CC=C2C=2C=CC=CC12)N1C2=CC=CC=C2C=2C=CC=CC12)C1=NC(=NC(=C1)C1=CC=CC=C1)C1=CC=CC=C1